N,N,N-trimethyleth-1-ylammonium C[N+](C)(C)CC